FC1=C(C(=CC=C1)C)N1N=C(C(=CC1=O)O)C(=O)OC Methyl 1-(2-fluoro-6-methylphenyl)-4-hydroxy-6-oxo-1,6-dihydropyridazine-3-carboxylate